[Na].C(C(O)C)(=O)OC(CCCCCCCCCCCCCCCCC)=O Stearoyl Lactate Sodium